O=C1NC(CCC1N1C(C2=CC=C(C=C2C1=O)N1CCN(CC1)CC1CCN(CC1)NC(OC(C)(C)C)=O)=O)=O tert-butyl (4-((4-(2-(2,6-dioxopiperidin-3-yl)-1,3-dioxoisoindolin-5-yl)piperazin-1-yl)methyl)piperidin-1-yl)carbamate